P(=O)(O)(O)O.CC(=O)[C@H](O)[C@H](O)[C@H](O)CO methylribose phosphate